4-(4-(1H-indol-4-yl)-7-trifluoroacetyl-5,6,7,8-tetrahydropyrido[3,4-d]pyrimidin-2-yl)-3-methylmorpholine N1C=CC2=C(C=CC=C12)C=1C2=C(N=C(N1)N1C(COCC1)C)CN(CC2)C(C(F)(F)F)=O